FC1=C(C=C(C=C1)NC(=O)N1CCC1)N1N=C2N=CC(=CC2=C1)CC(C)C N-{4-fluoro-3-[5-(2-methylpropyl)-2H-pyrazolo[3,4-b]pyridin-2-yl]phenyl}azetidine-1-carboxamide